[Br-].FC1=C(C[P+](C2=CC=CC=C2)(C2=CC=CC=C2)C2=CC=CC=C2)C=CC(=C1)F (2,4-difluorobenzyl)triphenylphosphonium bromide